ONC(=O)C1=CC=C(CNC(C2=CC(=NC=C2)C2=CC(=CC=C2)O)=O)C=C1 N-(4-(hydroxycarbamoyl)benzyl)-2-(3-hydroxyphenyl)isonicotinic acid amide